FC=1C(=NC(=NC1)N[C@H]1[C@@H](COCC1)O)C1=CC=C2C(C=C(N(C2=C1)C(C)C)CN1CCCC1)=O 7-(5-fluoro-2-(((3S,4R)-3-hydroxytetrahydro-2H-pyran-4-yl)amino)pyrimidin-4-yl)-1-isopropyl-2-(pyrrolidin-1-ylmethyl)quinolin-4(1H)-one